disodium 2-[5-(1-{[cyclopropyl(2,4-dimethylphenyl)methyl]carbamoyl}cyclopropyl)-1H-indol-3-yl]ethyl phosphate P(=O)(OCCC1=CNC2=CC=C(C=C12)C1(CC1)C(NC(C1=C(C=C(C=C1)C)C)C1CC1)=O)([O-])[O-].[Na+].[Na+]